3-methoxy-N-[(1r,3s)-3-{[2-(trifluoromethyl)quinolin-4-yl]amino}cyclohexyl]benzamide COC=1C=C(C(=O)N[C@H]2C[C@H](CCC2)NC2=CC(=NC3=CC=CC=C23)C(F)(F)F)C=CC1